C(CCC)C1(CS(C2=C(N(C1)C1=CC=C(C=C1)F)C=C(C(=C2)OCC(C(=O)O)O)SC)(=O)=O)CC 3-((3-Butyl-3-ethyl-5-(4-fluorophenyl)-7-(methylsulfanyl)-1,1-dioxo-2,3,4,5-tetrahydro-1,5-benzothiazepin-8-yl)oxy)-2-hydroxypropionic acid